BrC1=CC(=C2C=C(NC2=C1)C(=O)O)OC 6-bromo-4-methoxy-1H-indole-2-carboxylic acid